(2S,3R,4S,5S,6R)-6-(4-nitrophenoxy)-3,4,5-tri((trimethylsilyl)oxy)tetrahydro-2H-pyran-2-carbaldehyde [N+](=O)([O-])C1=CC=C(O[C@@H]2[C@H]([C@H]([C@@H]([C@H](O2)C=O)O[Si](C)(C)C)O[Si](C)(C)C)O[Si](C)(C)C)C=C1